NC1=NC=NC=2C3=C(CC4(CCCC4)C12)C(=C(C=C3)O[C@@H]3CC[C@@H](CC3)N)NCCO 2-[[4-amino-8-(cis-4-aminocyclohexoxy)spiro[6H-benzo[h]quinazoline-5,1'-cyclopentane]-7-yl]amino]ethanol